C(C)S(=O)(=O)C=1C=CC(=NC1C=1OC2=C(N1)C=C(C=C2)S(=O)(=O)C(F)(F)F)N2N=CN(C2=O)C2=CC(=CC=C2)F 2-[5-Ethylsulfonyl-6-[5-(trifluoromethylsulfonyl)-1,3-benzoxazol-2-yl]-2-pyridyl]-4-(3-fluorophenyl)-1,2,4-triazol-3-one